4-[4-[[1-(4-tert-butoxycarbonylphenyl)-4-piperidinyl]methyl]piperazin-1-yl]-2-fluoro-benzoic acid C(C)(C)(C)OC(=O)C1=CC=C(C=C1)N1CCC(CC1)CN1CCN(CC1)C1=CC(=C(C(=O)O)C=C1)F